Cl[O-].[Ca+2].Cl[O-] Calcium hypochlorit